2-(2-Bromo-4-fluorobenzyl)-5-(3,5-difluorobenzyl)-1-(2-hydroxyethyl)-1,2,4,5,6,7-hexahydro-3H-pyrazolo[4,3-c]pyridin-3-one BrC1=C(CN2N(C3=C(CN(CC3)CC3=CC(=CC(=C3)F)F)C2=O)CCO)C=CC(=C1)F